1-(9Z-pentadecenoyl)-2-(9Z,12Z-heptadecadienoyl)-glycero-3-phosphoserine CCCCC/C=C\CCCCCCCC(=O)OC[C@H](COP(=O)(O)OC[C@@H](C(=O)O)N)OC(=O)CCCCCCC/C=C\C/C=C\CCCC